tert-Butyl (S)-((3'-chloro-2'-(3-(5-(((3-hydroxypropyl)amino)methyl)picolinamido)-2-methylphenyl)-6-methoxy-[2,4'-bipyridin]-5-yl)methyl)((5-oxopyrrolidin-2-yl)methyl)carbamate ClC=1C(=NC=CC1C1=NC(=C(C=C1)CN(C(OC(C)(C)C)=O)C[C@H]1NC(CC1)=O)OC)C1=C(C(=CC=C1)NC(C1=NC=C(C=C1)CNCCCO)=O)C